ClC=1C=C(NC2(CCC3([C@H](CC4=CC=CC=C34)C[C@H](COC3=CC=NC=4CCCC(C34)OC(F)F)C)CC2)C(=O)OC)C=CC1 methyl (1r,2'S,4S)-4-(3-chloroanilino)-2'-[(2R)-3-{[5-(difluoromethoxy)-5,6,7,8-tetrahydroquinolin-4-yl]oxy}-2-methylpropyl]-2',3'-dihydrospiro[cyclohexane-1,1'-indene]-4-carboxylate